N-(5-isopropyl-1H-pyrazol-3-yl)-6-(((1S,2R,3S,5R)-2-methyl-8-azabicyclo[3.2.1]octan-3-yl)oxy)pyrazin-2-amine C(C)(C)C1=CC(=NN1)NC1=NC(=CN=C1)O[C@@H]1[C@@H]([C@@H]2CC[C@H](C1)N2)C